(S)-ethyl 2-amino-5-(((R)-3-(benzylthio)-1-(((S)-2-ethoxy-2-oxo-1-phenylethyl)amino)-1-oxopropan-2-yl)amino)-5-oxopentanoate N[C@H](C(=O)OCC)CCC(=O)N[C@H](C(=O)N[C@H](C(=O)OCC)C1=CC=CC=C1)CSCC1=CC=CC=C1